N-[(4S)-chroman-4-yl]-8-(3,5-dichlorophenyl)-4-(morpholin-4-yl)-1,6-naphthyridine-3-carboxamide O1CC[C@@H](C2=CC=CC=C12)NC(=O)C=1C=NC2=C(C=NC=C2C1N1CCOCC1)C1=CC(=CC(=C1)Cl)Cl